FC(C=1C(=C(C=CC1)[C@@H](C)NC=1C=2C(N=C(N1)OC)=C(C(N(C2)N2C=NC=C2)=O)C)F)F (R)-4-((1-(3-(Difluoromethyl)-2-fluorophenyl)ethyl)amino)-6-(1H-imidazol-1-yl)-2-methoxy-8-Methylpyrido[4,3-d]pyrimidin-7(6H)-one